N1=CC=C(C=C1)CN1CCN(CC1)C(=O)OC(C)(C)C tert-Butyl 4-(pyridin-4-ylmethyl)piperazine-1-carboxylate